tert-butyl 3,5-bis(3-(4-(4,5-dihydro-1H-imidazol-2-yl)phenyl)ureido)benzoate N1C(=NCC1)C1=CC=C(C=C1)NC(NC=1C=C(C(=O)OC(C)(C)C)C=C(C1)NC(=O)NC1=CC=C(C=C1)C=1NCCN1)=O